8-(2-fluorophenyl)-N-(4-(piperazin-1-yl)phenyl)quinazolin-2-amine FC1=C(C=CC=C1)C=1C=CC=C2C=NC(=NC12)NC1=CC=C(C=C1)N1CCNCC1